C(N)(=O)C1=CC=C2C(=N1)N=CN2CC2=CC=C(C=C2)B(O)O 4-((5-carbamoylimidazo[4,5-b]pyridin-1-yl)methyl)phenylboronic acid